N-methyl-3-(5-methyl-2-piperidyl)aniline CNC1=CC(=CC=C1)C1NCC(CC1)C